C(C#C)C1CC1 Prop-2-yn-1-ylcyclopropane